[Cl-].C(C)C=1C(C2=C(C=CC=C2C1)C1=CC=CC=C1)N(S(=O)(=O)C1=CC=C(C)C=C1)C1C(=CC2=CC=CC(=C12)C1=CC=CC=C1)CC.[Nd+] neodymium N,N-bis(2-ethyl-7-phenyl-1H-indenyl)p-toluenesulfonamide monochloride